N2-tert-butyl-6-cyclopropyl-7-[4-(trifluoromethyl)phenyl]-3,4-dihydropyrrolo[1,2-a]pyrazine-2,8(1H)-dicarboxamide C(C)(C)(C)NC(=O)N1CC=2N(CC1)C(=C(C2C(=O)N)C2=CC=C(C=C2)C(F)(F)F)C2CC2